tert-butyl 7-[2-[[2-(2,6-dioxo-3-piperidyl)-1,3-dioxo-isoindolin-4-yl]amino]ethyl]-2-azaspiro[3.5]nonane-2-carboxylate O=C1NC(CCC1N1C(C2=CC=CC(=C2C1=O)NCCC1CCC2(CN(C2)C(=O)OC(C)(C)C)CC1)=O)=O